tris-(2,3-di-bromopropyl)phosphate BrC(COP(=O)(OCC(CBr)Br)OCC(CBr)Br)CBr